FC1=C(OC2=CC3=C(N=C(N=C3)N[C@H](CO)C)N(C2=O)C[C@H](C)O)C=CC(=C1)F 6-(2,4-difluorophenoxy)-2-[(S)-2-hydroxy-1-methyl-ethylamino]-8-[(S)-2-hydroxy-propyl]-8H-pyrido[2,3-d]pyrimidin-7-one